N-(cyanomethyl)-N-methylcarbamoyl chloride C(#N)CN(C(=O)Cl)C